2-(4-chloro-3-fluorophenoxy)-N-{3-[2-(6-methylpyridin-3-yl)acetylamino]bicyclo[1.1.1]pentan-1-yl}acetamide ClC1=C(C=C(OCC(=O)NC23CC(C2)(C3)NC(CC=3C=NC(=CC3)C)=O)C=C1)F